N-[1H-INDOL-3-YL-ACETYL]GLYCINE ACID C1=CC=C2C(=C1)C(=CN2)CC(=O)NCC(=O)O